C(C)(C)(C)OC(=O)N(C(OC(C)(C)C)=O)C1=NC=NC(=C1)NC1=CC(=C2N(C1=O)C1(CCN(CC1)C)NC2=O)C tert-butyl N-tert-butoxycarbonyl-N-(6-((1',8-dimethyl-1,5-dioxo-1,5-dihydro-2H-spiro[imidazo[1,5-a]pyridine-3,4'-piperidin]-6-yl)amino)pyrimidin-4-yl)carbamate